1-(7-(8-ethyl-7-fluoro-3-hydroxynaphthalen-1-yl)-8-fluoro-2-(((2R,7aS)-2-fluorotetrahydro-1H-pyrrolizin-7a(5H)-yl)methoxy)pyrido[4,3-d]pyrimidin-4-yl)azepane-3-carboxylic acid C(C)C=1C(=CC=C2C=C(C=C(C12)C1=C(C=2N=C(N=C(C2C=N1)N1CC(CCCC1)C(=O)O)OC[C@]12CCCN2C[C@@H](C1)F)F)O)F